NC1=C(C=CC(=C1)SC(F)(F)F)O 2-amino-4-[(trifluoromethyl)thio]Phenol